4-(6-nitrobenzo[d][1,3]dioxol-5-yl)but-3-yn-1-ol [N+](=O)([O-])C=1C(=CC2=C(OCO2)C1)C#CCCO